NC1=NN(C2=NC(=CC=C21)CC(C)C)C(=O)C2=C(C=CC=C2)OC (3-amino-6-isobutyl-1H-pyrazolo[3,4-b]pyridin-1-yl)(2-methoxyphenyl)methanone